tert-butyl (R)-((2-(2-fluoropropoxy)pyridin-4-yl)methyl)carbamate F[C@@H](COC1=NC=CC(=C1)CNC(OC(C)(C)C)=O)C